tert-Butyl 4-((4-chloro-3-cyano-7-methoxyquinolin-6-yl)oxy)piperidine-1-carboxylate ClC1=C(C=NC2=CC(=C(C=C12)OC1CCN(CC1)C(=O)OC(C)(C)C)OC)C#N